3-amino-N-[(6S)-2-[(3R,4S)-4-amino-3-methoxy-3-methylpyrrolidin-1-yl]-5,6,7,8-tetrahydroquinolin-6-yl]-6-methylthieno[2,3-b]pyridine-2-carboxamide NC1=C(SC2=NC(=CC=C21)C)C(=O)N[C@@H]2CC=1C=CC(=NC1CC2)N2C[C@@]([C@H](C2)N)(C)OC